cyclopropyl (S)-6-(1-(6-chloro-1H-benzo[d]imidazol-2-yl)ethyl)-3,4-dihydro-1,5-naphthyridine-1(2H)-carboxylate ClC=1C=CC2=C(NC(=N2)[C@@H](C)C=2N=C3CCCN(C3=CC2)C(=O)OC2CC2)C1